C(CCCCCCCCCCC)C=1C(=C(C2=CC=CC=C2C1)C)C dodecyl-dimethyl-naphthalene